N-(3-Fluoro-5-(3-phenyl-1H-pyrrolo[3,2-b]pyridin-5-yl)phenyl)acetamide FC=1C=C(C=C(C1)C1=CC=C2C(=N1)C(=CN2)C2=CC=CC=C2)NC(C)=O